FC1=CC=C2C(N(C(N(C2=C1)CC1=CC=C(C=C1)C(C(=O)NO)=C)=O)CCC1=CC=C(C=C1)F)=O (4-((7-fluoro-3-(4-fluorophenylethyl)-2,4-dioxo-3,4-dihydroquinazolin-1(2H)-yl)methyl)phenyl)-N-hydroxyacrylamide